N-methyl-N-[2-({4-[3-(quinolin-7-yl)-1H-pyrrolo[3,2-b]pyridin-2-yl]pyridin-3-yl}oxy)ethyl]prop-2-enamide CN(C(C=C)=O)CCOC=1C=NC=CC1C1=C(C2=NC=CC=C2N1)C1=CC=C2C=CC=NC2=C1